NC1=CC=C(C=C1C(=O)O)CC=1C=C(C(=O)O)C(=CC1)N 6,6'-bisamino-3,3'-methylenedibenzoic acid